N-methyl-2-morpholinoethan-1-amine CNCCN1CCOCC1